5-Methyl-N2-(4-(4-methylpiperazin-1-yl)phenyl)-N4-(benzopyrazin-6-yl)-pyrimidine-2,4-diamine CC=1C(=NC(=NC1)NC1=CC=C(C=C1)N1CCN(CC1)C)NC1=CC2=C(N=CC=N2)C=C1